4-(4-((Trans-4-((5-(dimethylphosphoryl)pyridin-2-yl)amino)cyclohexyl)sulfonyl)phenyl)picolinamide CP(=O)(C)C=1C=CC(=NC1)N[C@@H]1CC[C@H](CC1)S(=O)(=O)C1=CC=C(C=C1)C1=CC(=NC=C1)C(=O)N